(S)-1-(2-(3,4-difluoro-5-methylphenyl)-4-methyl-4,5,6,7-tetrahydro-2H-pyrazolo[4,3-c]pyridin-3-yl)-3-(4-fluoro-1-(methyl-d3)-1H-indazol-5-yl)-1,3-dihydro-2H-imidazol-2-one FC=1C=C(C=C(C1F)C)N1N=C2C([C@@H](NCC2)C)=C1N1C(N(C=C1)C=1C(=C2C=NN(C2=CC1)C([2H])([2H])[2H])F)=O